CC1(CCC1)OC=1C(=C(NCC2=NC=CC=C2)C=CC1)[N+](=O)[O-] 3-(1-Methylcyclobutoxy)-2-nitro-N-(pyridin-2-ylmethyl)aniline